1-(4-fluorophenyl)-4-methyl-5-({[6-(oxetan-3-carbonyl)-5H,6H,7H-pyrrolo[3,4-b]pyridin-2-yl]oxy}methyl)-1H-1,2,3-triazole FC1=CC=C(C=C1)N1N=NC(=C1COC1=CC=C2C(=N1)CN(C2)C(=O)C2COC2)C